CC=1N=C(C2=CC=CC=C2C1)C(C)(C)NC(C[C@@H]1N(CCC1)C)=O (R)-N-(2-(3-methylisoquinolin-1-yl)propan-2-yl)-2-(1-methylpyrrolidin-2-yl)acetamide